C(CC(=O)C)(=O)SCCNC(CCNC([C@@H](C(COP(OP(OC[C@@H]1[C@H]([C@H]([C@@H](O1)N1C=NC=2C(N)=NC=NC12)O)OP(=O)(O)O)(=O)O)(=O)O)(C)C)O)=O)=O AcetoacetylCoA